BrC=1C=C2C=COCC2=C(C1)[C@H](CC=C)NS(=O)(=O)C(C)(C)C (S)-N-(1-(6-bromoisochromen-8-yl)but-3-en-1-yl)-2-Methylpropane-2-sulfonamide